C(#N)C1(CCOCC1)C1=CC=2N(C=C1)C(=CN2)C2=CC(=C(C(=O)NCC(F)(F)F)C(=C2)OC)OC 4-[7-(4-cyanotetrahydropyran-4-yl)imidazo[1,2-a]pyridin-3-yl]-2,6-dimethoxy-N-(2,2,2-trifluoroethyl)benzamide